[H-].[Sc+3].[H-].[H-] scandium (III) hydride